O1C(CCCC1)C1=NNC=C1CCOC1OCCCC1 tetrahydropyran-2-yl-4-(2-tetrahydropyran-2-yloxyethyl)pyrazole